COC=1C(=NC(=NC1)NC=1C=C(C=CC1)S(=O)(=O)N)N1[C@@H]2CN([C@H](C1)C2)C2=CC=CC=C2 3-((5-methoxy-4-((1S,4S)-5-phenyl-2,5-diazabicyclo[2.2.1]heptan-2-yl)pyrimidin-2-yl)amino)benzenesulfonamide